tert-butyl 2-(4-(2-bromoacetyl)-2-fluorophenyl)pyrrolidine-1-carboxylate BrCC(=O)C1=CC(=C(C=C1)C1N(CCC1)C(=O)OC(C)(C)C)F